(R)-6-((1-(4-(6-(azepan-1-ylmethyl)pyridazin-3-yl)phenyl)pyrrolidin-3-yl)oxy)-2,5,7-trimethyl-[1,2,4]triazolo[1,5-a]pyrimidine N1(CCCCCC1)CC1=CC=C(N=N1)C1=CC=C(C=C1)N1C[C@@H](CC1)OC=1C(=NC=2N(C1C)N=C(N2)C)C